BrC=1C=CC2=C(OC(C(N2)=O)C)C1 7-bromo-2-methyl-2H-benzo[b][1,4]oxazin-3(4H)-one